N,N-dihexadecylphenylammonium tetrakis(pentafluorophenyl)borate FC1=C(C(=C(C(=C1[B-](C1=C(C(=C(C(=C1F)F)F)F)F)(C1=C(C(=C(C(=C1F)F)F)F)F)C1=C(C(=C(C(=C1F)F)F)F)F)F)F)F)F.C(CCCCCCCCCCCCCCC)[NH+](CCCCCCCCCCCCCCCC)C1=CC=CC=C1